1-(2-(difluoromethyl)pyridin-4-yl)-1H-pyrazole-4-carbaldehyde FC(C1=NC=CC(=C1)N1N=CC(=C1)C=O)F